2,3,5,6-tetrafluorophenyl 1-(3-(2-amino-4-(dipropylcarbamoyl)-3H-benzo[b]azepine-8-carboxamido)phenyl)-8-methyl-2,5,11,14,17,20,23,26,29,32,35,38-dodecaoxa-8-azahentetracontan-41-oate NC=1CC(=CC2=C(N1)C=C(C=C2)C(=O)NC=2C=C(C=CC2)COCCOCCN(CCOCCOCCOCCOCCOCCOCCOCCOCCOCCOCCC(=O)OC2=C(C(=CC(=C2F)F)F)F)C)C(N(CCC)CCC)=O